[Si](C1=CC=CC=C1)(C1=CC=CC=C1)(C(C)(C)C)O[C@H](C(=O)Cl)C (S)-2-((tert-butyldiphenylsilyl)oxy)propionyl chloride